ClC=1C=CC2=C3C=4NC[C@H](NC(C4SC3=CC=C2N1)=O)C (15R)-5-chloro-15-methyl-11-thia-6,14,17-triazatetracyclo[8.8.0.02,7.012,18]octadeca-1,3,5,7,9,12(18)-hexaen-13-one